C1CCC2=C(C=3CCCC3C=C12)NC(=O)O[C@@H](C(=O)O)CN1N=CN=C1 (2R)-2-{[(1,2,3,5,6,7-hexahydro-s-indacen-4-yl)-carbamoyl]oxy}-3-(1H-1,2,4-triazol-1-yl)propanoic acid